4-((1-cyclopropyl-3-(tetrahydro-2H-pyran-4-yl)-1H-pyrazol-4-yl)oxy)-N-(2-(3-fluoroazetidin-3-yl)pyridin-4-yl)pyridin-2-amine C1(CC1)N1N=C(C(=C1)OC1=CC(=NC=C1)NC1=CC(=NC=C1)C1(CNC1)F)C1CCOCC1